NC=1C(=NC(=CN1)C1=NC=CC=C1C(F)(F)F)C(=O)NC1=NC=CC=C1N1CCC(CC1)(CO[Si](C)(C)C(C)(C)C)NC(OC(C)(C)C)=O tert-butyl (1-(2-(3-amino-6-(3-(trifluoromethyl)pyridin-2-yl)pyrazine-2-carboxamido) pyridin-3-yl)-4-(((tert-butyldimethylsilyl)oxy)methyl) piperidin-4-yl)carbamate